C(C=C)N1C(NC(C1=O)(C)C)=O 3-allyl-5,5-dimethylhydantoin